6-acetylenyl-nicotinaldehyde C(#C)C1=NC=C(C=O)C=C1